10-benzoyl-6-fluoro-9-nitro-1,2,3,4-tetrahydropyrimidino[1,2-a]indole C(C1=CC=CC=C1)(=O)C1=C2N(C=3C(=CC=C(C13)[N+](=O)[O-])F)CCCN2